N-butylpentadec-10,12-diynamide C(CCC)NC(CCCCCCCCC#CC#CCC)=O